2-[6-(trifluoromethyl) pyridin-3-yl]benzoate FC(C1=CC=C(C=N1)C1=C(C(=O)[O-])C=CC=C1)(F)F